ClC=1C(=C(C=CC1)NC(=O)C1=CC(=CC=2NC(=NC21)NCC(C)(C)OC)NC(=O)C2=C(C=CC=C2)C(F)(F)F)C N-(3-chloro-2-methylphenyl)-2-[(2-methoxy-2-methylpropyl)amino]-6-({[2-(trifluoromethyl)phenyl]carbonyl}amino)-1H-benzoimidazole-4-carboxamide